Diethyl (2-chlorophenylthio)methylphosphonate ClC1=C(C=CC=C1)SCP(OCC)(OCC)=O